1-(piperazin-1-yl)2-propen-1-one N1(CCNCC1)C(C=C)=O